(Z)-3-CHLORO-N-HYDROXYPICOLINIMIDOYL CYANIDE ClC=1C(=NC=CC1)/C(=N/O)/C#N